5-[(4-acetamido-3-fluoro-phenyl)sulfonylamino]thiazole-4-carboxylic acid C(C)(=O)NC1=C(C=C(C=C1)S(=O)(=O)NC1=C(N=CS1)C(=O)O)F